C(CCC)C=1C(=C(C2=CC=CC=C2C1)S(=O)(=O)O)CCCC dibutyl-naphthalenesulphonic acid